2-(3-fluoropyridin-4-yl)-8-(isopropylamino)-N-(1-(methylsulfonyl)piperidin-4-yl)imidazo[1,2-b]pyridazine-7-carboxamide FC=1C=NC=CC1C=1N=C2N(N=CC(=C2NC(C)C)C(=O)NC2CCN(CC2)S(=O)(=O)C)C1